3-(methoxymethyl)azetidine hydrochloride salt Cl.COCC1CNC1